FC1=C(C(=CC(=C1)F)OCCOC)C=1C2=C(C(=NC1C1=NN3C([C@H](N(CC3)C(=O)OC(C)(C)C)C)=C1)O)CCC2 tert-butyl (4R)-2-(4-(2,4-difluoro-6-(2-methoxyethoxy)phenyl)-1-hydroxy-6,7-dihydro-5H-cyclopenta[c]pyridin-3-yl)-4-methyl-6,7-dihydropyrazolo[1,5-a]pyrazine-5(4H)-carboxylate